(2R,3S,4S,5R)-4-[[3-[2-Methoxy-6-(trifluoromethyl)-3-pyridyl]-4,5-dimethyl-5-(trifluoromethyl)tetrahydrofuran-2-carbonyl]amino]pyridin-2-carboxamid COC1=NC(=CC=C1[C@H]1[C@@H](O[C@]([C@H]1C)(C(F)(F)F)C)C(=O)NC1=CC(=NC=C1)C(=O)N)C(F)(F)F